CN(C=NC1=NC=CC(=C1)OC1=CC=C(C=C1)[N+](=O)[O-])C N,N-dimethyl-N'-(4-(4-nitrophenoxy)pyridin-2-yl)formimidamide